C1(=CC=CC=C1)N(C1=CC=C(C=C(C#N)C#N)C=C1)C1=CC=C(C=C1)B1OC(C(O1)(C)C)(C)C 2-(4-(phenyl-(4-(4,4,5,5-tetramethyl-1,3,2-dioxaborolan-2-yl)phenyl)amino)benzylidene)malononitrile